(R)-5-(2-((1-amino-3,3-dimethyl-1-oxobutan-2-yl)amino)-2-oxoacetyl)-N-(4-fluoro-3-methylphenyl)-1-(2-hydroxyethyl)-2,4-dimethyl-1H-pyrrole-3-carboxamide NC([C@@H](C(C)(C)C)NC(C(=O)C1=C(C(=C(N1CCO)C)C(=O)NC1=CC(=C(C=C1)F)C)C)=O)=O